C(C)C=1C(=C2C(=C(C(NC2=NC1)=O)C(=O)[O-])O)CC1=CC=C(C=C1)F ethyl-[(4-fluorophenyl) methyl]-4-hydroxy-2-oxo-1,8-naphthyridine-3-carboxylate